butyl (S)-4-((2-(3-((cyclopropylmethyl)amino)-4-(methoxycarbonyl)phenyl)-4-(2,2-difluoroethyl)piperazin-1-yl)methyl)-5-methoxy-7-methyl-1H-indole-1-carboxylate C1(CC1)CNC=1C=C(C=CC1C(=O)OC)[C@@H]1N(CCN(C1)CC(F)F)CC1=C2C=CN(C2=C(C=C1OC)C)C(=O)OCCCC